FC=1C=C(C=C(C1F)OCOC)N1N=CC2=CC(=CC=C12)C1(CCN(CC1)C(=O)OC(C)(C)C)CO tert-Butyl 4-(1-(3,4-difluoro-5-(methoxymethoxy)phenyl)-1H-indazol-5-yl)-4-(hydroxymethyl)piperidine-1-carboxylate